OC1=C(C=C(C=C1)C(C)(C)C1=CC(=C(C=C1)O)C(C)C)C(C)C 2,2-bis(4-hydroxy-3-(1-methylethyl)phenyl)propane